N1=C(N=CC=C1)N1C=CC2=CC=CC=C12 1-(2-pyrimidyl)indole